1-(2-(3,4-dimethoxyphenyl)-3-ethyl-1H-indole-5-carbonyl)piperidine-4-carboxamide butyl-(3-(4-((2-ethyl-1H-imidazol-1-yl)methyl)phenyl)-5-isobutylthiophen-2-yl)sulfonyl-carbamate C(CCC)OC(NS(=O)(=O)C=1SC(=CC1C1=CC=C(C=C1)CN1C(=NC=C1)CC)CC(C)C)=O.COC=1C=C(C=CC1OC)C=1NC2=CC=C(C=C2C1CC)C(=O)N1CCC(CC1)C(=O)N